CC=1C=CC(=C(C1)B(O)O)OCC1=CC(=CC=C1)C (5-METHYL-2-[(3-METHYLPHENYL)METHOXY]PHENYL)BORANEDIOL